C(C=C)(=O)N1[C@@H](C=2NC3=CC=CC=C3C2C[C@@H]1C(=O)NC)C1=CC2=C(OCO2)C=C1 (1R,3R)-2-acryloyl-1-(benzo[d][1,3]dioxol-5-yl)-N-methyl-2,3,4,9-tetrahydro-1H-pyrido[3,4-b]indole-3-carboxamide